(benzhydryl)aminoacetonitrile C(C1=CC=CC=C1)(C1=CC=CC=C1)NCC#N